3-endo-(8-{2-[(2-tert-butoxyacetyl)-(2,6-difluorobenzyl)amino]ethyl}-8-azabicyclo[3.2.1]oct-3-yl)benzamide TFA salt OC(=O)C(F)(F)F.C(C)(C)(C)OCC(=O)N(CCN1C2CC(CC1CC2)C=2C=C(C(=O)N)C=CC2)CC2=C(C=CC=C2F)F